2-Methyl-2-(2-methyl-4-((5-oxo-4-(4-(trifluoromethoxy)phenyl)-4,5-dihydro-1H-1,2,4-triazol-1-yl)methyl)-6-(trifluoromethyl)phenoxy)ethyl propionate C(CC)(=O)OCC(OC1=C(C=C(C=C1C(F)(F)F)CN1N=CN(C1=O)C1=CC=C(C=C1)OC(F)(F)F)C)C